1-(4-(4-chloro-2-iodophenoxy)piperidin-1-yl)ethan-1-one ClC1=CC(=C(OC2CCN(CC2)C(C)=O)C=C1)I